C(CCC)(=O)NC1=CC(=NC=N1)CN1CCN(CC1)C=1C=CC(=NC1C(F)(F)F)C(=O)NC 5-(4-((6-butyramidopyrimidin-4-yl)methyl)piperazin-1-yl)-N-methyl-6-(trifluoromethyl)picolinamide